N1N=CC(=C1)C1=CC=C(C=C1)NC(OC)=O methyl (4-(1H-pyrazol-4-yl)phenyl)carbamate